BrC1=C(C(=CC(=N1)N)C)F 6-bromo-5-fluoro-4-methylpyridin-2-amine